C(C)N(CCCOC(=O)OC(CCOC(CCCCCCC(OCCCCCCCC)OCCCCCCCC)=O)CCCCCCCCCCCC)CC 3-(((3-(diethylamino)propoxy)carbonyl)oxy)pentadecyl-8,8-bis(octyloxy)octanoate